C(C)OC(CCCCCCCC/C=C/C#CC=C)OCC 15,15-diethoxy-(5E)-1,5-pentadec-dien-3-yne